1,6-dihydro-7H-pyrrolo[2,3-d]Pyridazin-7-one N1C=CC2=C1C(NN=C2)=O